N-[5-(4-{[3-(4-methoxyphenyl)pyridin-4-yl]amino}phenyl)-1,3,4-thiadiazol-2-yl]acetamide COC1=CC=C(C=C1)C=1C=NC=CC1NC1=CC=C(C=C1)C1=NN=C(S1)NC(C)=O